C(C)(C)OC1=CN=CC(=N1)C1=CC=C(C(=O)OC(C)(C)C)C=C1 tert-butyl 4-(6-isopropoxypyrazin-2-yl)benzoate